C(CCC(=O)[O-])(=O)OC(C1=CC(=C(C(=C1)OCCCCCCCCCCCCCCCCCC)OCCCCCCCCCCCCCCCCCC)OCCCCCCCCCCCCCCCCCC)[C@@]1([C@H]([C@@H](O[C@@H]1CO)N1C(=O)N=C(NC(C2=CC=CC=C2)=O)C=C1)OC)O N4-benzoyl-2'-O-methylcytidine-3'-yl-[3,4,5-tris(octadecyloxy)benzyl] succinate